BrC=1C=C2C=CC=C(C2=CC1)NCCC(=O)O 3-[(6-bromonaphthalen-1-yl)amino]propanoic acid